(2E)-N-benzyl-2-methyl-3-phenylprop-2-en-1-imine oxide C(C1=CC=CC=C1)[N+](=C\C(=C\C1=CC=CC=C1)\C)[O-]